C(C)(=O)NCCOCCOCCC1=C(C(=O)N)C=CC(=C1C=1N=CN(C1)C)NCC1=CC=C(C=C1)C(F)(F)F [2-[2-(2-acetamidoethoxy)ethoxy]ethyl]-3-(1-methylimidazol-4-yl)-4-[[4-(trifluoromethyl)phenyl]methylamino]benzamide